methyl 2-tert-butyl-4-chloro-pyrimidine-5-carboxylate C(C)(C)(C)C1=NC=C(C(=N1)Cl)C(=O)OC